C(#N)C1=CC(=C(OCC(C(=O)O)(C)C)C=C1)C(F)(F)F 3-(4-cyano-2-(trifluoromethyl)phenoxy)-2,2-dimethylpropionic acid